2,6-bis(dimethylamino)-2,4,6,8-tetramethylcyclotetrasiloxane CN([Si]1(O[SiH](O[Si](O[SiH](O1)C)(C)N(C)C)C)C)C